FC(OC1=C(C=CC=C1CC)S(=O)(=O)NC=1C=C2C(N(C(C2=CC1)=O)C1C(NC(CC1)=O)=O)=O)F 2-(difluoromethoxy)-N-(2-(2,6-dioxopiperidin-3-yl)-1,3-dioxoisoindolin-5-yl)-3-ethylbenzenesulfonamide